CN([C@@H]1C[C@@H](C1)NC1=NN2C(C=N1)=C(C=C2)C=2C=C1C=CC=NC1=CC2)C cis-N1,N1-dimethyl-N3-(5-(quinolin-6-yl)pyrrolo[2,1-f][1,2,4]triazin-2-yl)cyclobutane-1,3-diamine